C(=O)(OC(C)CC)OOC(=O)OC(C)CC Di-s-Butyl Peroxydicarbonate